Cl.Cl.ClC1=C(C=CC=C1)[C@@]1([C@@H](CCCC1)NCCC1=CC(=C(C=C1)OC)OC)NC Trans-(1S,2R)-1-(2-chlorophenyl)-N2-[3,4-dimethoxyphenethyl]-N1-methylcyclohexane-1,2-diamine dihydrochloride